(R or S)-(1-(2-hydroxy-2-methylpropyl)-5-methyl-1H-indazol-3-yl)(3-(pyridin-2-yl)-3-(p-tolyl)piperidin-1-yl)methanone OC(CN1N=C(C2=CC(=CC=C12)C)C(=O)N1C[C@@](CCC1)(C1=CC=C(C=C1)C)C1=NC=CC=C1)(C)C |o1:17|